NC=1C(=CC=C2C=C(C(=NC12)OC)C(=O)N[C@H]1CS(C=C1)(=O)=O)C1CCC1 8-amino-7-cyclobutyl-N-[(3R)-1,1-dioxo-2,3-dihydrothiophen-3-yl]-2-methoxyquinoline-3-carboxamide